C(C)(C)(C)OC(=O)N1C(N(C2=C1C=CC=C2)C2=CC(=CC=C2)F)=O 3-(3-fluorophenyl)-2-oxo-2,3-dihydro-1H-benzo[d]imidazole-1-carboxylic acid tert-butyl ester